2-isopropyl-5-[(E)-2-(2,4,6-trifluorophenyl)vinyl]pyridin-3-ol C(C)(C)C1=NC=C(C=C1O)\C=C\C1=C(C=C(C=C1F)F)F